5-(tert-butoxy)-5-oxopentanamide C(C)(C)(C)OC(CCCC(=O)N)=O